(Z)-3-(9-(4-amino-2-fluorobut-2-en-1-yl)-7-methyl-8-oxo-8,9-dihydro-7H-purin-6-yl)-N-methylbenzenesulfonamide Hydrochloride Cl.NC\C=C(\CN1C2=NC=NC(=C2N(C1=O)C)C=1C=C(C=CC1)S(=O)(=O)NC)/F